tert-butyl (1-(5-cyano-2-nitrophenyl)piperidin-4-yl)carbamate C(#N)C=1C=CC(=C(C1)N1CCC(CC1)NC(OC(C)(C)C)=O)[N+](=O)[O-]